COCC(COC)NC=1N=CC(=NC1C)C1=CNC2=C(C=CC=C12)C#N 3-[5-[(1,3-dimethoxypropan-2-yl)amino]-6-methylpyrazin-2-yl]-1H-indole-7-carbonitrile